FC=1C(=NC(=NC1)OCC1=CC=C(C=C1)C)N 5-fluoro-2-[(4-methylbenzyl)-oxy]-pyrimidin-4-amine